[1,4]Diazepine-6-acetamide N1C=CN=CC(=C1)CC(=O)N